[Fe].NC1=CC=C(C=C1)C=1C2=CC=C(N2)C(=C2C=CC(C(=C3C=CC(=C(C=4C=CC1N4)C4=CC=C(C=C4)N)N3)C3=CC=C(C=C3)N)=N2)C2=CC=C(C=C2)N 5,10,15,20-tetra(4-aminophenyl)porphyrin iron